6-(2-methoxypyrimidin-5-yl)-N-(4-(pyrrolidin-1-ylmethyl)pyridin-2-yl)-benzo[d]thiazol-2-amine COC1=NC=C(C=N1)C1=CC2=C(N=C(S2)NC2=NC=CC(=C2)CN2CCCC2)C=C1